5-(oxan-4-yloxy)quinazolin-4-amine O1CCC(CC1)OC1=C2C(=NC=NC2=CC=C1)N